O=C1C(=C(C(C2=CC=CC=C12)=O)NCC1=CC=CC=C1)N(C(C)=O)CC1=CC=C(C=C1)F N-[1,4-dihydro-1,4-dioxo-3-[(phenylmethyl)amino]-2-naphthyl]-N-[(4-fluorophenyl)methyl]acetamide